C(C)(C)(C)P(C(C)(C)C)CC1=CC=CC(=N1)C=O 6-((di-tert-butylphosphino)methyl)picolinaldehyde